2-(4-(2-(4-chloro-2-fluorophenyl)-2-methylbenzo[d][1,3]dioxol-4-yl)-3-fluorophenyl)acetic acid methyl ester COC(CC1=CC(=C(C=C1)C1=CC=CC=2OC(OC21)(C)C2=C(C=C(C=C2)Cl)F)F)=O